(3S,4S)-8-(3-(2,3-dichloropyridin-4-yl)-1H-pyrazolo[3,4-b]pyrazin-6-yl)-3-methyl-2-oxa-8-azaspiro[4.5]decan-4-amine ClC1=NC=CC(=C1Cl)C1=NNC2=NC(=CN=C21)N2CCC1([C@@H]([C@@H](OC1)C)N)CC2